C(CCCCC)SC1=CC=C(C=C1)C(CCN1CCN(CC1)C)=O 1-(4-(hexylsulfanyl)phenyl)-3-(4-methylpiperazin-1-yl)propan-1-one